1-((S)-7-(4-fluorobenzyl)-2-isobutyl-2,3-dihydro-1H-pyrido[2,3-b][1,4]oxazin-1-yl)-2-((2R,5R)-5-methyl-2-(((R)-3-methylmorpholino)methyl)piperazin-1-yl)ethan-1-one FC1=CC=C(CC2=CC3=C(OC[C@@H](N3C(CN3[C@H](CN[C@@H](C3)C)CN3[C@@H](COCC3)C)=O)CC(C)C)N=C2)C=C1